CN1C(=CC2=CC=CC=C12)C(=O)N[C@H](C(N[C@H](C=C=O)C[C@H]1C(NCC1)=C=O)=C=O)CC1=CC=CC=C1 1-Methyl-N-{(S)-1-carbonyl-1-{{(S)-1-carbonyl-3-[(S)-2-carbonylpyrrolidin-3-yl]propan-2-yl}amino}-3-phenylpropan-2-yl}-1H-indole-2-carboxamide